FC1=C(C(=CC(=C1)F)F)C1(N=C(C(=N1)C1=CC(=CC=C1)OC)C1=CC(=CC=C1)OC)C1(N=C(C(=N1)C1=CC(=CC=C1)OC)C1=CC(=CC=C1)OC)C1=C(C=C(C=C1F)F)F bis(2,4,6-trifluorophenyl)-4,4',5,5'-tetrakis-(3-methoxyphenyl)biimidazole